[3-(Octadecyloxy)-2-hydroxypropyl]bis(2-hydroxyethyl)methylammonium methylsulfate COS(=O)(=O)[O-].C(CCCCCCCCCCCCCCCCC)OCC(C[N+](C)(CCO)CCO)O